CN(C(/C=C/C(=O)OCC)=O)C=1SC=CN1 (E)-ethyl 4-(methyl(thiazol-2-yl)amino)-4-oxobut-2-enoate